dimethyl 4-((3S,4R)-1-(tert-butoxycarbonyl)-3-fluoropiperidin-4-yl)phthalate C(C)(C)(C)OC(=O)N1C[C@H]([C@H](CC1)C=1C=C(C(C(=O)OC)=CC1)C(=O)OC)F